ClC=1N=C(C2=C(N1)CN(C2)C(=O)C2(CCNCC2)OC)N[C@H](C)C2=CC(=CC(=C2)C(F)(F)F)[N+](=O)[O-] (R)-(2-chloro-4-((1-(3-nitro-5-(trifluoromethyl)phenyl)ethyl)amino)-5,7-dihydro-6H-pyrrolo[3,4-d]pyrimidin-6-yl)(4-methoxypiperidin-4-yl)methanone